BrC=1C=C(C(=NC1)C(=O)O)C(=O)O 5-bromopyridin-2,3-dicarboxylic acid